N-(2-aminoethyl)-N-methyl-2'-((4-(trifluoromethyl)phenyl)amino)-[1,1'-biphenyl]-4-carboxamide NCCN(C(=O)C1=CC=C(C=C1)C1=C(C=CC=C1)NC1=CC=C(C=C1)C(F)(F)F)C